4-fluoro-N-(1-(hydroxymethyl)cyclopropyl)-2-methyl-5-((4-methylthiazol-5-yl)methoxy)benzofuran-3-carboxamide FC1=C(C=CC2=C1C(=C(O2)C)C(=O)NC2(CC2)CO)OCC2=C(N=CS2)C